ClC=1C(=CC=C2N=CC(=NC12)C=1C=NN(C1)CC(OCC)OCC)OC=1C=CC2=C(N(C(=N2)C)COCC[Si](C)(C)C)C1 8-chloro-2-(1-(2,2-diethoxyethyl)-1H-pyrazol-4-yl)-7-((2-methyl-1-((2-(trimethylsilyl)ethoxy)methyl)-1H-benzo[d]imidazol-6-yl)oxy)quinoxaline